ClC1=C(C=C(C=C1)B(O)O)C(F)(F)F (4-Chloro-3-(trifluoromethyl)phenyl)boronic acid